[Sn].C(C)(C)CN(C)C isopropyl-trimethylamine tin